ClC1=C(OC=2C=CC=C3C[C@H](C(N(C23)C)=O)NC(=O)N)C=CC(=C1)F ((3R)-8-(2-chloro-4-fluorophenoxy)-1-methyl-2-oxo-1,2,3,4-tetrahydroquinolin-3-yl)urea